trans-N-{8-(3-chlorophenoxy)-5,6,7,8-tetrahydroquinolin-5-yl}acrylamide ClC=1C=C(O[C@H]2CC[C@@H](C=3C=CC=NC23)NC(C=C)=O)C=CC1